[N+](=O)([O-])C1=C(COC(=O)C(C(N)(N)C(=O)OCC2=C(C=CC=C2)[N+](=O)[O-])CCCC)C=CC=C1 bis{[(2-nitrobenzyl)oxy]carbonyl}hexanediamine